methyl glyceruronate O=C[C@H](O)C(=O)OC